C(=O)O.OCCN1N=C(C(=C1)NC(=O)C1=CC=CC(=N1)C1=CC=NC=C1)C1=NC=CC=C1 N-(1-(2-hydroxyethyl)-3-(pyridin-2-yl)-1H-pyrazol-4-yl)-[2,4'-bipyridine]-6-carboxamide formate